azaphenanthrobenzoxazole O1N=NC2=C1C1=C(C=C2)C=2C=CC=3C=CC=CC3C2C=C1